N1N=CC2=CC(=CC=C12)NC1=NC(=NC=C1C)C1=CC=C2C=C(NC2=C1)C(=O)NC1=CN=NC=C1 6-(4-((1H-indazol-5-yl)amino)-5-methyl-pyrimidin-2-yl)-N-(pyridazin-4-yl)-1H-indole-2-carboxamide